ClC=1C(=NC(=NC1)NC1CCOCC1)C1=CC=C2CN(C(C2=C1)=O)[C@@H](C(=O)N[C@H](C)C1=NC(=CC=C1)N1CCSCC1)C (2R)-2-(6-{5-chloro-2-[(oxan-4-yl)amino]pyrimidin-4-yl}-1-oxo-2,3-dihydro-1H-isoindol-2-yl)-N-[(1R)-1-[6-(thiomorpholin-4-yl)pyridin-2-yl]ethyl]propanamide